3-(2-methoxyethyl)-3-methyl-N-(6-methyl-5-((2-(1-methyl-1H-pyrazol-4-yl)pyridine-4-yl)oxy)pyridin-2-yl)-2-oxopyrrolidine-1-carboxamide COCCC1(C(N(CC1)C(=O)NC1=NC(=C(C=C1)OC1=CC(=NC=C1)C=1C=NN(C1)C)C)=O)C